(E)-N-((5-(4-(4,4-difluoropiperidine-1-carbonyl)phenyl)-7-(trifluoromethyl)benzofuran-2-yl)methyl)-3-(pyridin-3-yl)acrylamide FC1(CCN(CC1)C(=O)C1=CC=C(C=C1)C=1C=C(C2=C(C=C(O2)CNC(\C=C\C=2C=NC=CC2)=O)C1)C(F)(F)F)F